NC1=C2N=CN(C2=NC(=N1)Cl)[C@H]1[C@H]([C@@H]([C@H](O1)COC(C(=O)O)(C(=O)O)CCCCO)O)F 2-(((2r,3r,4s,5r)-5-(6-amino-2-chloro-9H-purin-9-yl)-4-fluoro-3-hydroxytetrahydrofuran-2-yl)methoxy)-2-(4-hydroxybutyl)malonic acid